dicarboxy-ethylenediamine monosodium [Na].C(=O)(O)NCCNC(=O)O